NC1=NC=C(C=N1)C#CC=1C(=C(C=CC1F)NS(=O)(=O)C=1C(=NC=C(C1)Cl)OC)F N-(3-((2-Aminopyrimidin-5-yl)ethynyl)-2,4-difluorophenyl)-5-chloro-2-methoxypyridin-3-sulfonamid